2-benzyl-2-azaspiro[3.3]heptan-6-yl (2R,6S)-4-(5-cyclopropoxy-pyrimidin-2-yl)-2,6-dimethylpiperazine-1-carboxylate C1(CC1)OC=1C=NC(=NC1)N1C[C@H](N([C@H](C1)C)C(=O)OC1CC2(CN(C2)CC2=CC=CC=C2)C1)C